2-(diphenylphosphonomethyl)-4-phenylphenol C1(=CC=CC=C1)OP(=O)(OC1=CC=CC=C1)CC1=C(C=CC(=C1)C1=CC=CC=C1)O